CC1=NNC=C1C=1N=C(C2=C(N1)C=NC(=C2)CC2=CC=NC=C2)N2CCC1(CCN(C1)C)CC2 2-(3-methyl-1H-pyrazol-4-yl)-4-(2-methyl-2,8-diazaspiro[4.5]decan-8-yl)-6-(pyridin-4-ylmethyl)pyrido[3,4-d]pyrimidine